ClC1=CC=C2C(=CNC2=C1F)\C=C\1/NC(N(C1=O)CC1=CC(=C(C#N)C(=C1)F)F)=O (Z)-4-((4-((6-chloro-7-fluoro-1H-indol-3-yl)methylene)-2,5-dioxoimidazolidin-1-yl)methyl)-2,6-difluorobenzonitrile